C(CCCCCCCCCCCC)OCC=C allyl tridecyl ether